CCCCCCCCCCCC(=O)OC[C@H](COP(=O)(O)OC[C@@H](C(=O)O)N)OC(=O)CCCCCCCCC/C=C\C/C=C\CCCCC 1-dodecanoyl-2-(11Z,14Z-eicosadienoyl)-glycero-3-phosphoserine